C1(NC2C(C=3C(=CC=CC13)C=C2)=O)=O benz[cte]isoquinoline-1,3(2H)-dione